FC=1C=CC=C2C(=CNC12)S(=O)(=O)N 7-fluoro-1H-indole-3-sulfonamide